2-(indol-3-yl)-acetonitrile N1C=C(C2=CC=CC=C12)CC#N